1-cyclopropyl-6-fluoro-7-vinyl-indazole C1(CC1)N1N=CC2=CC=C(C(=C12)C=C)F